ClC1=CC(=C(C2=C1O[C@](O2)(C)C2CCC(CC2)N2CC(C2)(F)F)C)C(=O)OC methyl (2R)-7-chloro-2-(4-(3,3-difluoroazetidin-1-yl)cyclohexyl)-2,4-dimethylbenzo[d][1,3]dioxole-5-carboxylate